C(C)(=O)O[C@H]1[C@@H](SC2=CC(=CC(=C2)C#N)Cl)O[C@@H]([C@@H]([C@@H]1N=[N+]=[N-])OC(C)=O)COC(C)=O 3-Chloro-5-cyanophenyl 2,4,6-tri-O-acetyl-3-azido-3-deoxy-1-thio-α-D-galactopyranoside